6-[5,6-difluoro-1-(oxan-2-yl)indazol-3-yl]-2-methylpyridine-3-carboxylic acid FC=1C=C2C(=NN(C2=CC1F)C1OCCCC1)C1=CC=C(C(=N1)C)C(=O)O